trans-2-(2',5'-dimethoxyphenyl)ethenyl-2,3,4,5,6-pentafluorobenzene COC1=C(C=C(C=C1)OC)/C=C/C1=C(C(=C(C(=C1F)F)F)F)F